C(C)C(C(C(=O)O)(N)CC)CC(=O)O.N[C@@H](CCC(=O)OCC)C(=O)OCC diethyl glutamate (diethyl 2-aminopentanedioate)